(4,4-dimethyl-6,7-dihydro-4H-pyrazolo[5,1-c][1,4]oxazin-2-yl)methanol CC1(OCCN2C1=CC(=N2)CO)C